9,9-dimethyl-4,5-bis(diethylphosphino)xanthene CC1(C2=CC=CC(=C2OC=2C(=CC=CC12)P(CC)CC)P(CC)CC)C